(E)- and (Z)-diethyl but-2-enedioate C(C=CC(=O)OCC)(=O)OCC